ClC(C)C1=CC2=C(CC(O2)C)C=C1 6-(1-chloroethyl)-2-methyl-2,3-dihydrobenzofuran